N-(hydroxymethyl)benzamide diammonium pyrophosphate salt [O-]P([O-])(=O)OP(=O)(O)O.[NH4+].[NH4+].OCNC(C1=CC=CC=C1)=O